O=C1NCC2(C3=C1C=C(N3)C3=CC(=NC=C3)C3=CC=C(C=C3)N3CCC(CC3)C=O)CC2 1-(4-(4-(4'-oxo-1',4',5',6'-tetrahydrospiro[cyclopropane-1,7'-pyrrolo[3,2-c]pyridin]-2'-yl)pyridin-2-yl)phenyl)piperidine-4-carbaldehyde